COC1=C(C(=O)P(CC(CC(C)(C)C)C)=O)C(=CC=C1)OC 2,6-dimethoxybenzoyl-2,4,4-trimethyl-pentylphosphine oxide